BrC1=CC=C2C=3N(C(COC31)(C3=NC=CC=C3)CNC(C)=O)C(N2)=O N-[(7-Bromo-2-oxo-4-pyridin-2-yl-1,2,4,5-tetrahydroimidazo[1,5,4-de][1,4]benzoxazin-4-yl)methyl]acetamide